2-bromo-N-(5-(2,4,6-trifluorophenoxy)pyridin-2-yl)propanamide BrC(C(=O)NC1=NC=C(C=C1)OC1=C(C=C(C=C1F)F)F)C